(3-(2-bromo-5-(2-((2,2-dioxido-2-thiaspiro[3.3]heptan-6-yl)amino)-pyrimidin-4-yl)thiazol-4-yl)-2-fluorophenyl)-2,6-difluorobenzenesulfonamide BrC=1SC(=C(N1)C=1C(=C(C=CC1)C=1C(=C(C(=CC1)F)S(=O)(=O)N)F)F)C1=NC(=NC=C1)NC1CC2(CS(C2)(=O)=O)C1